ClC1=C([C@@H](N)C(=O)O)C=CC=C1 |r| (±)-2-Chlorophenylglycine